N-[1-[1-[2-[1-[3-chloro-5-(trifluoromethyl)-2-pyridyl]-4-piperidyl]ethyl]-4,5,6,7-tetrahydroindazole-3-carbonyl]-4-piperidyl]acetamide ClC=1C(=NC=C(C1)C(F)(F)F)N1CCC(CC1)CCN1N=C(C=2CCCCC12)C(=O)N1CCC(CC1)NC(C)=O